FCCCCN(C1=CC=C2C=3C=CC(=CC3NC2=C1)O)C 7-((4-fluorobutyl)(methyl)amino)-9H-carbazol-2-ol